O1C=C(C2=C1C=CC=C2)C[C@H](NC(C(N2CC1CCC(C2)O1)=O)=O)B(O)O (R)-(2-(benzofuran-3-yl)-1-(2-oxo-2-(8-oxa-3-azabicyclo[3.2.1]oct-3-yl)acetamido)ethyl)boronic acid